COC=1C=C2C(=NC1)CNC2 3-Methoxy-5,7-dihydro-6H-pyrrolo[3,4-b]pyridin